tert-butyl 3-((1-(2-(benzoyloxy)ethyl)cyclopropyl) (2-(benzyloxy)ethyl)carbamoyl)-1-((2-(trimethylsilyl)ethoxy)methyl)-1,4,6,7-tetrahydro-5H-pyrazolo[4,3-c]pyridine-5-carboxylate C(C1=CC=CC=C1)(=O)OCCC1(CC1)N(C(=O)C1=NN(C2=C1CN(CC2)C(=O)OC(C)(C)C)COCC[Si](C)(C)C)CCOCC2=CC=CC=C2